CN(C=C(C(C(C(=O)OCC)=CN(C)C)=O)C1=CC=C(C=C1)F)C ethyl 5-(dimethylamino)-2-((dimethylamino) methylene)-4-(4-fluorophenyl)-3-oxopent-4-enoate